C12CCCCCCCCCC(=CCC1)O2 15-oxabicyclo[9.3.1]pentadec-11-ene